COC1=C(C=CC(=C1)C(NC)=O)NCC#CC=1N(C2=CC=CC(=C2C1)NC1CCN(CC1)CCCCC(=O)O)C 5-(4-((2-(3-((2-Methoxy-4-(methylcarbamoyl)phenyl)amino)prop-1-yn-1-yl)-1-methyl-1H-indol-4-yl)amino)piperidin-1-yl)pentanoic acid